C(C)(=O)N1C(/C(/C2=CC=C(C=C12)C(=O)OC)=C(\C1=CC=CC=C1)/OC)=O methyl (E)-1-acetyl-3-(methoxy (phenyl) methylene)-2-oxoindoline-6-carboxylate